IC1=CC=C(C(=O)NC2=CC=C(C=C2)CCCC(=O)O)C=C1 4-{4-[N-(4-iodobenzoyl)]aminophenyl}butyric acid